C(#N)C1=C(C=CC=C1)[C@H]([C@@H](C)C=1N(C(C(=C(N1)C(=O)NC=1C=NOC1)O)=O)C)C=1C=NN(C1)CC 2-((1S,2R)-1-(2-cyanophenyl)-1-(1-ethyl-1H-pyrazol-4-yl)propan-2-yl)-5-hydroxy-N-(isoxazol-4-yl)-1-methyl-6-oxo-1,6-dihydropyrimidine-4-carboxamide